FC(C=1C=CC2=C(N=C(O2)C2CC3(CC(C3)N)C2)C1)(F)F 6-[5-(trifluoromethyl)-1,3-benzoxazol-2-yl]spiro[3.3]heptane-2-amine